2-[2-chloro-4-(4-chlorophenoxy)phenyl]-1-(1,2,4-triazol-1-yl)pentan ClC1=C(C=CC(=C1)OC1=CC=C(C=C1)Cl)C(CN1N=CN=C1)CCC